CCC(CC(CCC=CC)=O)=O dec-8-en-3,5-dione